CC1C(OC(C1)C)=O 3,5-dimethyl-tetrahydrofuran-2-one